3-(N-(2,4-dimethylphenyl)sulfamoyl)-N-(4-phenylthiazol-2-yl)benzamide CC1=C(C=CC(=C1)C)NS(=O)(=O)C=1C=C(C(=O)NC=2SC=C(N2)C2=CC=CC=C2)C=CC1